4-hydroxybutyl acrylate ((4-hydroxybutyl) acrylate) OCCCCC(C(=O)O)=C.C(C=C)(=O)OCCCCO